FC(OC1=CC2=C(N=C(O2)C=2C(=C(C=CC2)C2=C(C(=CC=C2)C=2OC3=C(CN(CC3)CC=3C=NC=CC3)N2)C)C)C=C1CN1[C@@H](CCC1)C(=O)O)F ((6-(difluoromethoxy)-2-(2,2'-dimethyl-3'-(5-(pyridin-3-ylmethyl)-4,5,6,7-tetrahydrooxazolo[4,5-c]pyridin-2-yl)-[1,1'-biphenyl]-3-yl)benzo[d]oxazol-5-yl)methyl)proline